CC1=NNC(=C1[C@H](C(F)(F)F)N(C)C)C |r| (±)-1-(3,5-dimethyl-1H-pyrazol-4-yl)-2,2,2-trifluoro-N,N-dimethylethanamine